FC1=C(C=CC(=C1)F)C(CN1CCC(CC1)CNC1=C(C(=O)N)C=CC(=C1)N1N=C(C=2C(CC(CC12)(C)C)=O)C)(CN1N=CN=C1)O 2-(((1-(2-(2,4-difluorophenyl)-2-hydroxy-3-(1H-1,2,4-triazol-1-yl)propyl)piperidin-4-yl)methyl)amino)-4-(3,6,6-trimethyl-4-oxo-4,5,6,7-tetrahydro-1H-indazol-1-yl)benzamide